[C@H]([C@@H](C(=O)O)O)(C(=O)O)O The molecule is the D-enantiomer of tartaric acid. It has a role as an Escherichia coli metabolite. It is a conjugate acid of a D-tartrate(1-). It is an enantiomer of a L-tartaric acid.